C(C1=CC=CC=C1)OCCOCCC(CC(CC)=O)NC(OCC1=CC=CC=C1)=O benzyl (1-(2-(benzyloxy)ethoxy)-5-oxoheptan-3-yl)carbamate